NCCNC(N)=O 3-(2-aminoethyl)urea